(2-methyl-6-nitro-phenyl)methanamine CC1=C(C(=CC=C1)[N+](=O)[O-])CN